9-methyl-9-cyanotetracyclo[6.2.1.13,6.02,7]dodeca-4-ene CC1(C2C3C4C=CC(C3C(C1)C2)C4)C#N